N-allyl-N-(pyridazin-4-yl)-1-(3-(methylthio)butan-2-yl)-5-methyl-1H-pyrazole-4-carboxamide C(C=C)N(C(=O)C=1C=NN(C1C)C(C)C(C)SC)C1=CN=NC=C1